(4-bromo-2-fluorophenoxy)-2,2-dimethylpropionitrile BrC1=CC(=C(OCC(C#N)(C)C)C=C1)F